Br[C@H]1CC(C2CC[C@]3(OC(C[C@@H]3[C@]2(C1)C)=O)C)(C)C (3aR,8S,9aS,9bR)-8-bromo-3a,6,6,9a-tetramethyldecahydronaphtho[2,1-b]furan-2(1H)-one